4,4'-Diazidoterphenyl N(=[N+]=[N-])C1=CC=C(C=C1)C=1C(=CC(=CC1)N=[N+]=[N-])C1=CC=CC=C1